2-(((2-methylenehexyl)oxy)methyl)butanenitrile C=C(COCC(C#N)CC)CCCC